(S)-N-(6-(5-(1-cyanocyclopropyl)pyridin-2-yl)thiazolo[4,5-b]pyridin-2-yl)-6-methyl-4-(3-oxotetrahydro-3H-oxazolo[3,4-a]pyrazin-7(1H)-yl)nicotinamide C(#N)C1(CC1)C=1C=CC(=NC1)C=1C=C2C(=NC1)N=C(S2)NC(C2=CN=C(C=C2N2C[C@@H]1N(CC2)C(OC1)=O)C)=O